OC[C@@H](CC(C)C)NC1=NC(=NC(=N1)C[C@H](C)C1=C(C(=C(C=C1)F)F)F)NS(=O)(=O)C |o1:15| N-(4-(((R)-1-hydroxy-4-methylpentan-2-yl)amino)-6-((S*)-2-(2,3,4-trifluorophenyl)propyl)-1,3,5-triazin-2-yl)methanesulfonamide